3-(3-(2-(2-fluoro-5-((6-fluoro-4-(methylsulfanyl)-1H-indol-5-yl)oxy)phenyl)-1H-imidazole-5-carbonyl)phenyl)propanoic acid methyl ester COC(CCC1=CC(=CC=C1)C(=O)C1=CN=C(N1)C1=C(C=CC(=C1)OC=1C(=C2C=CNC2=CC1F)SC)F)=O